C(C)(C)(C)OC(=O)NC[C@H](C(=O)O)CC (R)-2-(((tert-Butoxycarbonyl)amino)methyl)butanoic acid